N-[4-[4-[3-(3-amino-3-oxo-propoxy)propionyl]piperazine-1-carbonyl]-3-chloro-phenyl]-5-(2,3-difluoro-4-methoxy-phenyl)-1-methyl-imidazole-2-carboxamide NC(CCOCCC(=O)N1CCN(CC1)C(=O)C1=C(C=C(C=C1)NC(=O)C=1N(C(=CN1)C1=C(C(=C(C=C1)OC)F)F)C)Cl)=O